FC(CC[N+](=O)[O-])(F)F 1,1,1-trifluoro-3-nitropropane